2-((4S)-6-([1,1'-biphenyl]-4-yl)-1-methyl-8-phenyl-4H-benzo[f][1,2,4]triazolo[4,3-a][1,4]diazepin-4-yl)-N-ethylacetamide C1(=CC=C(C=C1)C1=N[C@H](C=2N(C3=C1C=C(C=C3)C3=CC=CC=C3)C(=NN2)C)CC(=O)NCC)C2=CC=CC=C2